S1C(=NC2=C1C=CC=C2)OB(O)O benzothiazolyl-boric acid